C(C1=CC=CC=C1)OC=1C(=C(C(=O)O[C@H]2C(OC3=CC(=CC(=C3C2)OCC2=CC=CC=C2)OCC2=CC=CC=C2)C2=CC(=C(C=C2)OCC2=CC=CC=C2)OCC2=CC=CC=C2)C=C(C1OCC1=CC=CC=C1)OCC1=CC=CC=C1)F (3R)-5,7-bis(benzyloxy)-2-(3,4-bis(benzyloxy)phenyl)chroman-3-yl 3,4,5-tris(benzyloxy)-2-fluorobenzoate